vinyl-tri-t-butoxysilane C(=C)[Si](OC(C)(C)C)(OC(C)(C)C)OC(C)(C)C